CN1N=C(C=C1S(=O)(=O)NC=1C=CC=C2C=CC=NC12)N1CCOCC1 1-methyl-3-morpholino-N-(quinolin-8-yl)-1H-pyrazole-5-sulfonamide